CN1C(=NC(=C1)C(F)(F)F)C1=CC=C(C=C1)CO {4-[1-methyl-4-(trifluoromethyl)imidazol-2-yl]phenyl}methanol